ClCCC(=O)C1=CC=C(C=C1)Cl 3,4'-dichloropropiophenone